C(C)OC(=O)C1=CN(C(=C1C1=CC=CC=C1)C1=C(C=CC=C1OC)F)N 1-amino-5-(2-fluoro-6-methoxyphenyl)-4-phenyl-1H-pyrrole-3-carboxylic acid ethyl ester